ethylmethylphenylglycinate C(C)N(C(C1=CC=CC=C1)C(=O)[O-])C